6-bromo-8-methyl-[1,2,4]triazolo[4,3-a]pyridine BrC=1C=C(C=2N(C1)C=NN2)C